N1C(=NC2=C1C=CC=C2)N[C@@H]2CCC=1C=C(C=3C=C(N=CC3C12)C1CC1)S(=O)(=O)NCC(C)C |o1:10| (9R*)-9-(1H-benzimidazol-2-ylamino)-3-cyclopropyl-N-(2-methylpropyl)-8,9-dihydro-7H-cyclopenta[h]isoquinoline-5-sulfonamide